O1C(=CC=C1)C=1C=CC(=C(C1)NC1=NC=NC2=CC(=C(C=C12)OC1C2CN(C(C1)C2)C(C=C)=O)OC)OC 1-(5-((4-((5-(furan-2-yl)-2-methoxyphenyl)amino)-7-methoxyquinazolin-6-yl)oxy)-2-azabicyclo[2.2.1]heptan-2-yl)prop-2-en-1-one